C(C)OC(=O)C=1C(=NC(=NC1)SC)OC 4-methoxy-2-(methylthio)pyrimidine-5-carboxylic acid ethyl ester